(E)-3-(2-nitroprop-1-en-1-yl)-1H-indole-6-carboxylic acid methyl ester COC(=O)C1=CC=C2C(=CNC2=C1)\C=C(/C)\[N+](=O)[O-]